(2R)-1-[[2-[2-[tert-butyl(dimethyl)silyl]oxyethyl]-4-iodo-5-isopropoxy-pyrazol-3-yl]methyl-methylamino]propan-2-ol [Si](C)(C)(C(C)(C)C)OCCN1N=C(C(=C1CN(C[C@@H](C)O)C)I)OC(C)C